styrene-glutamic anhydride N[C@H]1CCC(=O)OC1=O.C=CC1=CC=CC=C1